(S)-N-(4-(5-(4-(6-azaspiro[3.4]octane-6-carbonyl)cyclohexan-1-yl)-4-amino-7-methyl-7H-pyrrolo[2,3-d]pyrimidin-6-yl)phenyl)methacrylamide C1CCC12CN(CC2)C(=O)C2CCC(CC2)C2=C(N(C=1N=CN=C(C12)N)C)C1=CC=C(C=C1)NC(C(=C)C)=O